NC1=NC=NC=2N(C3=CC(=CC=C3C21)C(F)(F)F)CC(=O)OC(C)(C)C tert-butyl 2-(4-amino-7-(trifluoromethyl)-9H-pyrimido[4,5-b]indol-9-yl)acetate